6-(2-chlorophenyl)-N-(4-(2-(diethylamino)ethoxy)phenyl)quinazolin-2-amine ClC1=C(C=CC=C1)C=1C=C2C=NC(=NC2=CC1)NC1=CC=C(C=C1)OCCN(CC)CC